(Z)-3-((2-methyl-1-(4-phenoxybenzal)-1H-inden-3-yl)methyl)-1,2,4-oxadiazol-5(4H)-one CC=1/C(/C2=CC=CC=C2C1CC1=NOC(N1)=O)=C/C1=CC=C(C=C1)OC1=CC=CC=C1